(2S,3R)-3-(4-(4-(1-(pentan-3-yl)-1H-pyrazol-4-yl)pyrazolo[1,5-a]pyrazin-6-yl)-1H-pyrazol-1-yl)butane-1,2-diol CCC(CC)N1N=CC(=C1)C=1C=2N(C=C(N1)C=1C=NN(C1)[C@@H]([C@@H](CO)O)C)N=CC2